1-{4-chloro-2-[(ethylamino)methyl]benzyl}-2-thioxo-1,2,3,5-tetrahydro-4H-pyrrolo[3,2-d]pyrimidin-4-one ClC1=CC(=C(CN2C(NC(C3=C2C=CN3)=O)=S)C=C1)CNCC